C(C)(C)N1C(=NN=C1)C1=CC=CC(=N1)NC(=O)C=1NC(=CC1)C=1C=NC(=NC1)C N-(6-(4-isopropyl-4H-1,2,4-triazol-3-yl)pyridin-2-yl)-5-(2-methylpyrimidin-5-yl)-1H-pyrrole-2-carboxamide